N-(2-bromo-6-(difluoromethoxy)-4-(1,1,1,3,3,3-hexafluoropropan-2-yl)phenyl)-3-(4-cyano-N-(cyclopropylmethyl)benzamido)-2-fluorobenzamide BrC1=C(C(=CC(=C1)C(C(F)(F)F)C(F)(F)F)OC(F)F)NC(C1=C(C(=CC=C1)N(C(C1=CC=C(C=C1)C#N)=O)CC1CC1)F)=O